trisbutanediol bisthioglycolate C(CS)(=O)O.C(CS)(=O)O.C(CCC)(O)O.C(CCC)(O)O.C(CCC)(O)O